COC1=CC=C(C=C1)C1=NC2=CC=CC=C2C(=C1)NCCCN1CC2C(C1)C(CC2)NC(OC(C)(C)C)=O tert-butyl (2-(3-((2-(4-methoxy phenyl)quinolin-4-yl)amino)propyl)octahydrocyclopenta[c]pyrrol-4-yl)carbamate